CN(CCC[Si](OC)(OC)C)C N,N-dimethyl-gamma-aminopropyl-methyldimethoxysilane